1H-imidazole-4-amide p-toluenesulfonate CC1=CC=C(C=C1)S(=O)(=O)O.N1C=NC(=C1)C(=O)N